BrC1=CC2=CC=CC(=C2C=2NN=NC21)Br 4,9-dibromonaphthotriazole